CO[Si]1(N(CCC1)CCCCCCCC[Si](OC)(C)C)C 2-methoxy-2-methyl-N-(dimethylmethoxysilyloctyl)-1-aza-2-silacyclopentane